[(2R,3R,5R)-5-[[bis(4-methoxyphenyl)-phenyl-methoxy]methyl]-2-(2,4-dioxo-1H-pyrimidin-3-yl)-4-hydroxy-tetrahydrofuran-3-yl] acetate C(C)(=O)O[C@H]1[C@@H](O[C@@H](C1O)COC(C1=CC=CC=C1)(C1=CC=C(C=C1)OC)C1=CC=C(C=C1)OC)N1C(NC=CC1=O)=O